[Si](C)(C)(C(C)(C)C)OCC(=C)C=1C=NC=C(C1)C1=CC(=C(C=C1)OC)OCCF 3-((tert-butyl-dimethylsilyloxy)prop-1-en-2-yl)-5-(3-(2-fluoroethoxy)-4-methoxyphenyl)pyridine